6-[1-(1-ethoxy-3-methyl-1-oxobutan-2-yl)-1,2,4-triazol-3-yl]-2,6-diazaspiro[3.3]heptane-2-carboxylic acid tert-butyl ester C(C)(C)(C)OC(=O)N1CC2(C1)CN(C2)C2=NN(C=N2)C(C(=O)OCC)C(C)C